N-[2-[3-(2,4-dimethyl-1,3-thiazol-5-yl)-6-oxopyridazin-1-yl]ethyl]-3,5-dimethyl-1,2-oxazole-4-sulfonamide CC=1SC(=C(N1)C)C1=NN(C(C=C1)=O)CCNS(=O)(=O)C=1C(=NOC1C)C